C1(=CC=CC=C1)C(=O)C1=CC=C(C=C1)CCN [4-(2-aminoethyl)phenyl] phenyl ketone